3-(5-((4-(4-(4-chloro-1,2-bis(4-hydroxyphenyl)but-1-en-1-yl)phenyl)piperazin-1-yl)methyl)-6-fluoro-1-oxoisoindolin-2-yl)piperidine-2,6-dione ClCCC(=C(C1=CC=C(C=C1)O)C1=CC=C(C=C1)N1CCN(CC1)CC=1C=C2CN(C(C2=CC1F)=O)C1C(NC(CC1)=O)=O)C1=CC=C(C=C1)O